N-(3-hydroxy-9-octadecenoyl)glycine OC(CC(=O)NCC(=O)O)CCCCCC=CCCCCCCCC